2,3-dimethoxy-1,4-butanediol COC(CO)C(CO)OC